C(C1=CC=CC=C1)N(C(C1=C(N=CC=C1)Cl)=O)CCO[Si](C)(C)C(C)(C)C N-benzyl-N-(2-(tert-butyldimethylsilyloxy)ethyl)-2-chloronicotinamide